CC(=O)C=1C(=NC2=CC=CC=C2C1C1=CC=CC=C1)C1=CC=C(C=C1)C1=CC=CC=C1 [1,1'-biphenyl]-4-yl-(4-phenylquinolin-3-yl) methyl ketone